C1(CCC1)=NN(C)C 2-CYCLOBUTYLIDENE-1,1-DIMETHYLHYDRAZINE